C(C)C(C(=O)O)(C(=O)O)CC.OCC=C(C)CCC=C(C)CCC=C(C)C Farnesol (E)-diethyl-malonate